ON1CC(CC1=O)C(=O)NCC1=CC=C(C=C1)NC1=CC=C(C=C1)N1CCC(CC1)C(F)(F)F hydroxy-5-oxo-N-(4-((4-(4-(trifluoromethyl)piperidin-1-yl)phenyl)amino)benzyl)pyrrolidine-3-carboxamide